N-{[4-(1-methyl-1H-pyrazol-4-yl)phenyl]methyl}-6-{7-[3-(1H-pyrazol-1-yl)propoxy]imidazo[1,2-a]pyridin-3-yl}pyrimidin-4-amine CN1N=CC(=C1)C1=CC=C(C=C1)CNC1=NC=NC(=C1)C1=CN=C2N1C=CC(=C2)OCCCN2N=CC=C2